CC/C=C\C/C=C\C/C=C\C/C=C\CCCCC(=O)O 6Z,9Z,12Z,15Z-Octadecatetraenoic acid